C(C(C)(C)C)(=O)OC(C1=CC=CC=C1)=O benzoic pivalic anhydride